[Na+].C(=CC)C=1C(=C(C(=C(C1)S(=O)(=O)[O-])C=CC)C=CC)C=CC tetrapropenylbenzenesulfonic acid sodium salt